CC1=NC2=CC=CC(=C2C(N1C1C(NC(CC1)=O)=O)=O)CCC1=NC=C(C=C1)CN1CCCCC1 3-(2-methyl-4-oxo-5-(2-(5-(piperidin-1-ylmethyl)pyridin-2-yl)ethyl)quinazolin-3(4H)-yl)piperidine-2,6-dione